(aminomethyl)-4-fluoro-N,N-dimethylaniline NCC1=C(N(C)C)C=CC(=C1)F